9-hydroxy-2',3a,3',4,5',6'-hexahydrospiro[pyrido[2,1-f]pyrrolo[2,1-c][1,2,4]triazine-2,4'-thiopyran]-8,10(1H,3H)-dione OC=1C(C=CN2NC3N(C(C21)=O)CC2(CCSCC2)C3)=O